ClC1=CC(N(C1(O)C1=CC=C(C=C1)F)CCC1=CC=CC=C1)=O 4-Chloro-5-(4-fluorophenyl)-5-hydroxy-1-phenethyl-1,5-dihydro-pyrrol-2-one